C[C@@H]1C[C@H](N2CCC=C12)CO[Si](C1=CC=CC=C1)(C1=CC=CC=C1)C(C)(C)C trans-methyl-3-(((tert-butyldiphenylsilyl)oxy)methyl)tetrahydro-1H-pyrrolizine